Titanium-zirconium-molybdenum [Mo].[Zr].[Ti]